N-(2-(4-fluorophenyl)propyl)-1,2,3,4-tetrahydroisoquinoline-7-sulfonamide FC1=CC=C(C=C1)C(CNS(=O)(=O)C1=CC=C2CCNCC2=C1)C